(2R)-1-[(3S)-3-({5-[5-(Difluoromethyl)-1-methyl-1H-1,2,4-triazol-3-yl]-6-methylpyridin-2-yl}amino)pyrrolidin-1-yl]-2-(5-fluoro-2-methoxypyridin-4-yl)propan-1-one FC(C1=NC(=NN1C)C=1C=CC(=NC1C)N[C@@H]1CN(CC1)C([C@H](C)C1=CC(=NC=C1F)OC)=O)F